BrC1=CC=C(C=C1)C1=CC(=CC(=C1)N1N=NC(=C1)C1=CC=C(C=C1)C(F)(F)F)C(=O)OC Methyl 4'-bromo-5-(4-(4-(trifluoromethyl)phenyl)-1H-1,2,3-triazol-1-yl)-[1,1'-biphenyl]-3-carboxylate